Dodecane Acrylate C(C=C)(=O)O.CCCCCCCCCCCC